C(#N)C1=CC=C(C=2[NH+]=C(NC21)C(F)(F)F)C#N.[Li+] lithium 4,7-dicyano-2-trifluoromethylbenzimidazolium